2-[6-(tetramethyl-1,3,2-dioxaborolan-2-yl)-[1,3]oxazolo[5,4-b]pyridin-2-yl]pyrazine CC1(C(OB(O1)C=1C=C2C(=NC1)OC(=N2)C2=NC=CN=C2)(C)C)C